ClC1=NC=CC(=C1)C#CC=1N=C(N(C1C)C1=C(C=C(C=C1)F)F)C(=O)N 4-(2-chloro-pyridin-4-ylethynyl)-1-(2,4-difluoro-phenyl)-5-methyl-1H-imidazole-2-carboxylic acid amide